(N-[(methoxycarbonyl)ethyl]carbamoyl)methyl methyl (2E)-but-2-ene-1,4-dioate C(\C=C\C(=O)OC)(=O)OCC(NCCC(=O)OC)=O